[4-(phenylamino)phenyl]amine C1(=CC=CC=C1)NC1=CC=C(C=C1)N